N-[(2R)-1,4-dioxan-2-ylmethyl]-8-methyl-2-[(2-methylpyridin-3-yl)methyl]-4,5-dihydro-2H-furo[2,3-g]indazole-7-carboxamide O1[C@@H](COCC1)CNC(=O)C1=C(C2=C(CCC3=CN(N=C23)CC=2C(=NC=CC2)C)O1)C